FC=1C(=C(CN2C(N(CC23CCN(CC3)C(C(C)(C)O)=O)C3=NC(=C(C=C3)C=3C=NNC3)OC)=O)C=CC1)C 1-(3-fluoro-2-methylbenzyl)-8-(2-hydroxy-2-methylpropanoyl)-3-(6-methoxy-5-(1H-pyrazol-4-yl)pyridin-2-yl)-1,3,8-triazaspiro[4.5]decan-2-one